C(C)(=O)C1=CC=C(C=C1)SC1=CC=C(C=C1)[S+](C1=CC=C(C=C1)SC1=CC=C(C=C1)C(C)=O)C1=CC=C(C=C1)SC1=CC=C(C=C1)C(C)=O Tris[4-[(4-acetylphenyl)thio]phenyl]sulfonium